OC(CCC(=O)O)CCCCCCCCCCCCCCCCCCCC 4-Hydroxy-tetracosanoic acid